COC1=C(C=CC=[N+]([O-])C2=C(C=C(C=C2)C(=O)O)C)C=CC=C1 (o-methoxystyryl)-N-(2-methyl-4-carboxyphenyl)nitrone